C(CCCCCCCC(=O)N)(=O)N.[K] potassium azelamide